tert-butyl (S)-(6-{2-[2-(benzo[d]isoxazol-3-yl)phenyl]-2-(2,2,2-trifluoroacetamido)ethyl}pyridine-2-yl)carbamate O1N=C(C2=C1C=CC=C2)C2=C(C=CC=C2)[C@H](CC2=CC=CC(=N2)NC(OC(C)(C)C)=O)NC(C(F)(F)F)=O